FC1=CC2=C(N(C(=N2)C2=CC=C(C=C2)S(=O)(=O)C)C)C=C1C1CCN(CC1)C1CC2CCC(C1)N2CCOC 5-fluoro-6-(1-(8-(2-methoxyethyl)-8-azabicyclo[3.2.1]octan-3-yl)piperidin-4-yl)-1-methyl-2-(4-(methylsulfonyl)phenyl)-1H-benzo[d]imidazole